FC(C(=O)[O-])(F)F.C[NH+](CCC)C N,N-dimethyl-1-propanaminium trifluoro-acetate